N-oleyl-L-lysine C(CCCCCCC\C=C/CCCCCCCC)N[C@@H](CCCCN)C(=O)O